C1(CC1)C=1N=CN(C1)C1=CC(=CC2=C1C=C(O2)C(=O)O)F 4-(4-cyclopropyl-1H-imidazol-1-yl)-6-fluorobenzofuran-2-carboxylic acid